1-(4-(ethyl-1-d)phenyl)-3-(1H-indol-3-yl)urea C(C)([2H])C1=CC=C(C=C1)NC(=O)NC1=CNC2=CC=CC=C12